ethyl 2-(3-ethyl-4-(4-hydroxy-3-isopropylbenzyl)-5-methylphenoxy)acetate C(C)C=1C=C(OCC(=O)OCC)C=C(C1CC1=CC(=C(C=C1)O)C(C)C)C